CC=1C=C(N)C=CC1OC1=CC=2N(C=C1)N=NN2 3-methyl-4-{[1,2,3,4]tetrazolo[1,5-a]pyridin-7-yloxy}aniline